Heptane-2,3-dione CC(C(CCCC)=O)=O